O=C1NC2=CC=C(C=C2CC1)NC1=NC=C(C(=N1)N1[C@@H](CCC1)C(=O)OC)C(F)(F)F methyl (2-((2-oxo-1,2,3,4-tetrahydroquinolin-6-yl)amino)-5-(trifluoromethyl)pyrimidin-4-yl)-L-prolinate